4-(2-(1-(2-(methylthio)propionyl)piperidin-2-yl)-1H-imidazol-5-yl)benzoic acid methyl ester COC(C1=CC=C(C=C1)C1=CN=C(N1)C1N(CCCC1)C(C(C)SC)=O)=O